[C@]12(CNC[C@H]2C1)C#CC1=CC(=NC(=C1)C)C(=O)OC methyl 4-(((1R,5S)-3-azabicyclo[3.1.0]hexan-1-yl) ethynyl)-6-methylpicolinate